1-(2-(4-(2-(dimethylamino)ethyl)piperazin-1-yl)-6-(3,5-dimethylisoxazol-4-yl)quinazolin-4-yl)piperidine-4-carboxylic acid CN(CCN1CCN(CC1)C1=NC2=CC=C(C=C2C(=N1)N1CCC(CC1)C(=O)O)C=1C(=NOC1C)C)C